O1CC(C1)OC1=NC(=NC=C1C(F)(F)F)N[C@H]1C[C@H](CCC1)C1=NN=C2N1CCC(C2)C(=O)N 3-[(1S,3R)-3-[[4-(oxetan-3-yloxy)-5-(trifluoromethyl)pyrimidin-2-yl]amino]cyclohexyl]-5,6,7,8-tetrahydro-[1,2,4]triazolo[4,3-a]pyridine-7-carboxamide